BrC1=C(N=C(S1)COC=1N=NC=CC1)C 5-bromo-4-methyl-2-(pyridazin-3-yloxymethyl)thiazole